3-methoxy-6-(3-methoxy-4-(4-methoxybenzyloxy)phenoxy)quinoxaline-5-carbonitrile COC=1C=NC=2C=CC(=C(C2N1)C#N)OC1=CC(=C(C=C1)OCC1=CC=C(C=C1)OC)OC